FC(S(=O)(=O)NC1=C(C=C(C=C1)C1=NNC(=C1C(=O)N)NC1=NOC(=C1)C(COC)(C)C)O[C@@H](C)C1=CC=C(C=C1)F)F (S)-3-(4-((difluoromethyl)sulfonamido)-3-(1-(4-fluorophenyl)ethoxy)phenyl)-5-((5-(1-methoxy-2-methylpropan-2-yl)isoxazol-3-yl)amino)-1H-pyrazole-4-carboxamide